C(C)(C)(C)C=1C=NC(=NC1)N1C(O[C@]2(C1)C[C@@](CCC2)(C)CN2C=NC1=C2C=C(C=C1)C#N)=O 1-(((5S,7S)-3-(5-(tert-butyl)pyrimidin-2-yl)-7-methyl-2-oxo-1-oxa-3-azaspiro[4.5]decane-7-yl)methyl)-1H-benzo[d]imidazole-6-carbonitrile